5-[4-(5-fluoro-6-methoxypyridin-2-yl)-1,2,3-triazol-1-yl]-1-oxo-3H-isoindol-2-ylpiperidine-2,6-dione FC=1C=CC(=NC1OC)C=1N=NN(C1)C=1C=C2CN(C(C2=CC1)=O)N1C(CCCC1=O)=O